COC(C1=C(N=C(C=C1C)N1CC(N(CC1)C(=O)C=1N=C2C(=NC1)N(CC2(C)C)C2=CC(=C(C=C2)Cl)F)(C)C)C)=O 6-(4-(5-(4-chloro-3-fluorophenyl)-7,7-dimethyl-6,7-dihydro-5H-pyrrolo[2,3-b]pyrazine-2-carbonyl)-3,3-dimethylpiperazin-1-yl)-2,4-dimethylnicotinic acid methyl ester